FC1=C(C(=CC(=C1)[N+](=O)[O-])F)C(C)=O 1-(2,6-Difluoro-4-nitro-phenyl)ethanone